ClC=1C=2C(N=C3N(C2C=CC1)C1=CC=C(C=C1C3(C)C)C3CCN(CC3)CCCl)=O 4-chloro-9-(1-(2-chloroethyl)piperidin-4-yl)-7,7-dimethylindolo[1,2-a]quinazolin-5(7H)-one